ortho-hydroxy-trans-cinnamamide OC1=C(/C=C/C(=O)N)C=CC=C1